sodium penta-aminotrimethylene phosphonate P1(OC(C(C(N)O1)(N)N)(N)N)=O.[Na]